5-chloro-2-(4-chlorothiazol-5-yl)-4-[(6R)-6-fluoro-1,4-diazepan-1-yl]-1H-pyrimidin-6-one ClC1=C(N=C(NC1=O)C1=C(N=CS1)Cl)N1CCNC[C@H](C1)F